1-(2-tert-butoxypyridin-3-yl)methylamine C(C)(C)(C)OC1=NC=CC=C1CN